(R)-N-(2-isopropyl-4-(N-(1-(piperidin-4-yl)ethyl)sulfamoyl)phenyl)-2-methylbenzamide C(C)(C)C1=C(C=CC(=C1)S(N[C@H](C)C1CCNCC1)(=O)=O)NC(C1=C(C=CC=C1)C)=O